(S)-(2-(3-(5-(trifluoromethyl)pyridin-2-yloxy)pyrrolidin-1-yl)phenyl)methanamine HCl salt Cl.FC(C=1C=CC(=NC1)O[C@@H]1CN(CC1)C1=C(C=CC=C1)CN)(F)F